N-(2,2,2-trifluoroethyl)-4-(2,3-dihydro-2-oxo-1H-pyrrolo[2,3-b]pyridin-4-yl)-1H-pyrazole-1-carboxamide FC(CNC(=O)N1N=CC(=C1)C1=C2C(=NC=C1)NC(C2)=O)(F)F